C1(CC1)C1=C(C(=NN1)C(=O)NCC=1SC(=NN1)C1=CC=CC=C1)F 5-cyclopropyl-4-fluoro-N-[(5-phenyl-1,3,4-thiadiazol-2-yl)methyl]-1H-pyrazole-3-carboxamide